BrC1=C2C=C(N=CC2=CC(=C1)C1=C(C=CC=C1C)F)N 5-bromo-7-(2-fluoro-6-methyl-phenyl)isoquinolin-3-amine